(5-bromo-2-methoxyphenyl)sulfonyl-3-methyl-5-(3-propoxybenzyl)-5,7-dihydro-6H-imidazo[4',5':4,5]benzo[1,2-d]isoxazol-6-one BrC=1C=CC(=C(C1)S(=O)(=O)C1=C2C(=CC3=C1C(=NO3)C)NC(N2CC2=CC(=CC=C2)OCCC)=O)OC